5-{2-amino-[1,2,4]triazolo[1,5-a]pyridin-7-yl}-N-[(3S)-3-(4-chlorophenyl)-3-hydroxypropyl]-2-methylpyridine-3-carboxamide NC1=NN2C(C=C(C=C2)C=2C=C(C(=NC2)C)C(=O)NCC[C@H](O)C2=CC=C(C=C2)Cl)=N1